sodium (3-chloro-5-(tetrahydrofuran-2-yl) phenyl) methylsulfonate CS(=O)(=O)OC1=CC(=CC(=C1)C1OCCC1)Cl.[Na]